4-(2-(4-acrylamidophenyl)-4-amino-7-cyano-1-methyl-1H-pyrrolo[3,2-c]pyridin-3-yl)-2-(methylthio)-N-(2,2,2-trifluoroethyl)benzamide C(C=C)(=O)NC1=CC=C(C=C1)C1=C(C=2C(=NC=C(C2N1C)C#N)N)C1=CC(=C(C(=O)NCC(F)(F)F)C=C1)SC